O(C1=CC=CC=C1)C1=CC=C(C(=O)NCC(=O)N2C3(CCC2CC3)C(=O)O)C=C1 7-((4-phenoxybenzoyl)glycyl)-7-azabicyclo[2.2.1]Heptane-1-carboxylic acid